NCCS(=O)(=O)O L-2-aminoethanesulfonic acid